OC1CCN(CC1)C1=CC=C(C=C1)NC1=NC=C(C2=C1C(NC2)=O)C=2C=NN1C2C=CC(=C1)C 4-((4-(4-hydroxypiperidin-1-yl)phenyl)amino)-7-(6-methylpyrazolo[1,5-a]pyridin-3-yl)-1,2-dihydro-3H-pyrrolo[3,4-c]pyridin-3-one